C(C)(C)N1N=C2C=CC=C(C2=C1)C(=O)N 2-isopropyl-2H-indazole-4-carboxamide